FC1=NC=CC=C1CN 1-(2-fluoropyridin-3-yl)methylamine